2-(2-Adamantyl)-N-[2-[(4-hydroxyphenyl)methyl]-1H-benzimidazol-5-yl]acetamide C12C(C3CC(CC(C1)C3)C2)CC(=O)NC2=CC3=C(NC(=N3)CC3=CC=C(C=C3)O)C=C2